ClC1=CC=C(OCC(=O)NC(NC2=CC(=C(C=C2)Cl)Cl)=S)C=C1 3-[2-(4-Chlorophenoxy)acetyl]-1-(3,4-dichlorophenyl)thiourea